hexahydro-[1,2]dithiino[4,5-b]pyridine hydrochloride Cl.N1C=2C(CCC1)CSSC2